CC=1SC=2C(=C(NC2C1)C(=O)OCC)C(=O)N1CCOCC1 ethyl 3-methyl-8-morpholinocarbonyl-2-thia-6-azabicyclo[3.3.0]octa-1(5),3,7-triene-7-carboxylate